N-((1H-indazol-6-yl)methyl)-N-(3-methoxybenzyl)-3-((4-methylpiperazin-1-yl)methyl)aniline N1N=CC2=CC=C(C=C12)CN(C1=CC(=CC=C1)CN1CCN(CC1)C)CC1=CC(=CC=C1)OC